CC(CO)CC1=CC=CC=C1 2-methyl-3-phenylpropanol